C(#N)C1=CC(=C(OC2=NC=C(C=C2C(=O)NC2=CC(=CC=C2)S(=O)(=O)C)C(F)(F)F)C=C1)OC 2-(4-cyano-2-methoxy-phenoxy)-N-(3-methylsulfonylphenyl)-5-(trifluoromethyl)pyridine-3-carboxamide